5-butylbicyclo[2.2.1]hept-2-ene C(CCC)C1C2C=CC(C1)C2